FC=1C(=C(C=CC1F)[C@H]1[C@H](O[C@]([C@H]1C)(C(F)(F)F)C)C(=O)NC1=C(C(=NC=C1)C(=O)N)F)OC 4-[[(2S,3S,4S,5R)-3-(3,4-Difluoro-2-methoxy-phenyl)-4,5-dimethyl-5-(trifluoromethyl)tetrahydrofuran-2-carbonyl]amino]-3-fluoro-pyridin-2-carboxamid